N-(4-cyclobutyl-3-(2,4-difluorophenyl)-1-methyl-1H-pyrazol-5-yl)-3,3-difluorocyclobutane-1-carboxamide C1(CCC1)C=1C(=NN(C1NC(=O)C1CC(C1)(F)F)C)C1=C(C=C(C=C1)F)F